N-(4-((4-(tert-butyl)phenyl)amino)cyclohexyl)piperazine-2-carboxamide C(C)(C)(C)C1=CC=C(C=C1)NC1CCC(CC1)NC(=O)C1NCCNC1